pentamethyldisiloxane methyl acrylate (pentamethyldisiloxanyl methylmethacrylate) C[Si](O[Si](C)(C)C)(C)CC=C(C(=O)O)C.C(C=C)(=O)OC.C[SiH](O[Si](C)(C)C)C